(3R)-3-(4-benzyloxy-3-methanoyl-phenoxy)piperidine-1-carboxylic acid tert-butyl ester C(C)(C)(C)OC(=O)N1C[C@@H](CCC1)OC1=CC(=C(C=C1)OCC1=CC=CC=C1)C=O